2-methoxy-4-fluorophenylboronic acid COC1=C(C=CC(=C1)F)B(O)O